(2-((5-bromo-2-((2-methoxy-5-(1-methyl-1H-pyrazol-4-yl)-4-(piperazin-1-yl)phenyl)amino)pyrimidin-4-yl)amino)phenyl)dimethylphosphine oxide BrC=1C(=NC(=NC1)NC1=C(C=C(C(=C1)C=1C=NN(C1)C)N1CCNCC1)OC)NC1=C(C=CC=C1)P(C)(C)=O